O=C1N(C=CC(=N1)NC(=O)N1CCN(CC1)C(C(F)(F)F)=O)C1=CC=C(CN2CC3C(C3C2)NC(OC(C)(C)C)=O)C=C1 tert-butyl (exo-3-(4-(2-oxo-4-(4-(2,2,2-trifluoroacetyl)piperazine-1-carboxamido)pyrimidin-1(2H)-yl)benzyl)-3-azabicyclo[3.1.0]hexan-6-yl)carbamate